O=C(CNCCNCCNCC(=O)[O-])NCC(NCCCCCCCCCCCCCCCCCC)=O 11,14-dioxo-3,6,9,12,15-pentaazatritriacontanoate